Methyl 8-(4-isobutyrylpiperazin-1-yl)-6-(N-(4-methoxybenzyl)-N-(1-methylcyclopropyl)sulfamoyl)imidazo[1,5-a]pyrazine-3-carboxylate C(C(C)C)(=O)N1CCN(CC1)C=1C=2N(C=C(N1)S(N(C1(CC1)C)CC1=CC=C(C=C1)OC)(=O)=O)C(=NC2)C(=O)OC